CC(CC1N=C2N(C(N(C3=C2N=CC(=C3)N3CCOCC3)CC3=CC=C(C=C3)OC)=O)C1)(C)C 2-(2,2-dimethylpropyl)-6-(4-methoxybenzyl)-8-(morpholin-4-yl)-2,6-dihydroimidazo[1,2-c]pyrido[2,3-e]pyrimidin-5(3H)-one